CN(\C=C(/C(C1=CC=CC=C1)=O)\N1C(C2=CC=CC=C2C1=O)=O)C (E)-2-(1-(dimethylamino)-3-oxo-3-phenylprop-1-en-2-yl)isoindole-1,3-dione